(2S,4R)-1-{2-[4-(dimethylamino)-1H-1,2,3-triazol-1-yl]acetyl}-4-fluoro-N-[(S)-phenyl[5-(propan-2-yl)pyridin-2-yl]methyl]pyrrolidine-2-carboxamide CN(C=1N=NN(C1)CC(=O)N1[C@@H](C[C@H](C1)F)C(=O)N[C@H](C1=NC=C(C=C1)C(C)C)C1=CC=CC=C1)C